3-(3-(7-(1-Benzylpiperidin-3-yl)-2-methylpyrazolo[1,5-a]pyrimidin-3-yl)phenyl)-5-methyl-1,2,4-oxadiazole C(C1=CC=CC=C1)N1CC(CCC1)C1=CC=NC=2N1N=C(C2C=2C=C(C=CC2)C2=NOC(=N2)C)C